ClC1=C(C=2N=C(N=C(C2C=N1)N([C@H]1[C@H](N(CC1)C(=O)OC(C)(C)C)C)C)OC[C@@H]1N(C/C(/C1)=C/F)C)F tert-butyl (2R,3R)-3-((7-chloro-8-fluoro-2-(((R,E)-4-(fluoromethylene)-1-methylpyrrolidin-2-yl)methoxy)pyrido[4,3-d]pyrimidin-4-yl)(methyl)amino)-2-methylpyrrolidine-1-carboxylate